OC(C)(C)C=1SC(=CN1)[S@@](=O)(N)=NC(NC1=C2C(=CC=3CCCC13)CC2)=O |r| (R)- and (S)-2-(2-hydroxypropan-2-yl)-N'-((2,4,5,6-tetrahydro-1H-cyclobuta[f]inden-3-yl)carbamoyl)thiazole-5-sulfonimidamide